C(#N)C=1C(=NC(=C(C1CC)C#N)N1CCNCC(C1)F)SC(C(=O)N)C1=CC=CC=C1 2-((3,5-dicyano-4-ethyl-6-(6-fluoro-1,4-diazepan-1-yl)pyridin-2-yl)sulfanyl)-2-phenylacetamide